(S)-benzo[d]thiazol-2-yl(4-(pyrazolo[1,5-a]pyridin-2-yl)-1,4,6,7-tetrahydro-5H-imidazo[4,5-c]pyridin-5-yl)methanone S1C(=NC2=C1C=CC=C2)C(=O)N2[C@@H](C1=C(CC2)NC=N1)C1=NN2C(C=CC=C2)=C1